C(C(C)C)N1[C@H]2CC(C[C@@H]1CC2)N2CCC(CC2)C=2C=C1C(=NC2)C=C(N1C)C1=CC=C(C=C1)S(=O)(=O)C 6-(1-((1R,5S)-8-isobutyl-8-azabicyclo[3.2.1]octan-3-yl)piperidin-4-yl)-1-methyl-2-(4-(methylsulfonyl)phenyl)-1H-pyrrolo[3,2-b]pyridine